3-(4-Hydroxyphenyl)-1-[2-phenylmethoxy-6-[(2S,3R,4S,5S,6R)-3,4,5-trihydroxy-6-(hydroxymethyl)oxan-2-yl]oxyphenyl]prop-2-en-1-one OC1=CC=C(C=C1)C=CC(=O)C1=C(C=CC=C1O[C@@H]1O[C@@H]([C@H]([C@@H]([C@H]1O)O)O)CO)OCC1=CC=CC=C1